8-((2S,5R)-4-(2,2-difluoro-1-(4-fluorophenyl)-3-hydroxypropyl)-2,5-dimethylpiperazin-1-yl)-5-methyl-6-oxo-5,6-dihydro-1,5-naphthyridine-2-carbonitrile FC(C(C1=CC=C(C=C1)F)N1C[C@@H](N(C[C@H]1C)C1=CC(N(C=2C=CC(=NC12)C#N)C)=O)C)(CO)F